(R)-N-(5-(5-ethyl-1,2,4-oxadiazol-3-yl)-2,3-dihydro-1H-inden-1-yl)-5-methylthiazole-2-carboxamide C(C)C1=NC(=NO1)C=1C=C2CC[C@H](C2=CC1)NC(=O)C=1SC(=CN1)C